2-(4-bromophenoxy)-4-methylpyrimidine BrC1=CC=C(OC2=NC=CC(=N2)C)C=C1